4-phenyl-phenyl-alanine C1(=CC=CC=C1)C1=CC=C(C=C1)N[C@@H](C)C(=O)O